ethoxycarbonylmethyl-4,4'-bipyridine bromide [Br-].C(C)OC(=O)CC1=NC=CC(=C1)C1=CC=NC=C1